N-((2-Amino-4-oxo-4,7-dihydro-3H-pyrrolo[2,3-d]pyrimidin-5-yl)methyl)-2-(methyl(phenyl)amino)ethan NC=1NC(C2=C(N1)NC=C2CN(CC)C2=C(C=CC=C2)C)=O